3-[2-oxo-6-(4,4,5,5-tetramethyl-1,3,2-dioxaborolan-2-yl)benzo[cd]indol-1-yl]piperidine-2,6-dione O=C1N(C2=CC=C(C=3C2=C1C=CC3)B3OC(C(O3)(C)C)(C)C)C3C(NC(CC3)=O)=O